BrC1=C(N=C(N1COCC[Si](C)(C)C)C)CO [5-bromo-2-methyl-1-(2-trimethylsilylethoxymethyl)imidazol-4-yl]methanol